N-[1H-imidazol-4-ylmethyl]-N-[2-(2-pyridinyl)ethyl]-N'-(2-pyridinylmethyl)-1,3-benzenedimethanamine N1C=NC(=C1)CN(CC1=CC(=CC=C1)CNCC1=NC=CC=C1)CCC1=NC=CC=C1